C1(=CC=CC=C1)C=1C(=C(C=CC1)C1=C(C=CC=2SC3=C(C21)C=CC=C3)C3=CC=CC=C3)C3=NN=NC(=C3C3=CC=CC=C3)C3=CC=CC=C3 phenyl-(diphenyltriazinyl)(phenyldibenzothiophenyl)benzene